BrC1=NC2=C3C(=CC=C2C=N1)C=CC=C3Cl 2-bromo-10-chlorobenzo[h]Quinazoline